tert-butyl (2R,5S)-4-(7-(4-chloropyridin-2-yl)-5-(difluoromethoxy)-7H-pyrrolo[2,3-d]pyrimidin-4-yl)-2,5-dimethylpiperazine-1-carboxylate ClC1=CC(=NC=C1)N1C=C(C2=C1N=CN=C2N2C[C@H](N(C[C@@H]2C)C(=O)OC(C)(C)C)C)OC(F)F